C(C)C(CN(C(C(CC(C(C)(C)C)=O)=O)=O)CC(CCCC)CC)CCCC N,N-bis(2-ethylhexyl)-5,5-dimethyl-2,4-dioxohexanamide